ClC=1C(=C(C=CC1)CNC(CNC(C)CCO)=O)F N-(3-chloro-2-fluorophenylmethyl)-2-((4-hydroxybut-2-yl)amino)acetamide